N1=CC=NC=C1 (R,S)-pyrazine